(S)-1-(7-(1-(4-fluorobenzyl)piperidin-3-yl)-2-methylpyrazolo[1,5-a]pyrimidin-3-yl)-N-((tetrahydro-2H-pyran-4-yl)methyl)methylamine FC1=CC=C(CN2C[C@H](CCC2)C2=CC=NC=3N2N=C(C3CNCC3CCOCC3)C)C=C1